(3R,4R)-4-((5-chloro-7-(3-methylbutan-2-yl)imidazo[5,1-f][1,2,4]triazin-2-yl)amino)-1-(methylsulfonyl)piperidin-3-ol ClC=1N=C(N2N=C(N=CC21)N[C@H]2[C@@H](CN(CC2)S(=O)(=O)C)O)C(C)C(C)C